C(#N)C=1C=C(C=CC1F)NC(=O)C=1N(C(=C(C1C)C(C(=O)NC1(CC(C1)(F)F)C=1N=NNC1)=O)C)C N-(3-cyano-4-fluoro-phenyl)-4-[2-[[3,3-difluoro-1-(1H-triazol-4-yl)cyclobutyl]amino]-2-oxo-acetyl]-1,3,5-trimethyl-pyrrole-2-carboxamide